4-{4-[(2,4-Dioxothiazolidine-5-yl)methyl]phenoxy}-N-[3-fluoro-4-(trifluoromethoxy)phenyl]piperidine-1-carboxamide O=C1SC(C(N1)=O)CC1=CC=C(OC2CCN(CC2)C(=O)NC2=CC(=C(C=C2)OC(F)(F)F)F)C=C1